[13C6]-L-glucose O=[13CH][13C@@H](O)[13C@H](O)[13C@@H](O)[13C@@H](O)[13CH2]O